C(CCC)N1C(=C(C(C=C1C)=O)O)CNS(=O)(=O)C1=CC=C(C=C1)OC N-((1-butyl-3-hydroxy-6-methyl-4-oxo-1,4-dihydropyridin-2-yl)methyl)-4-methoxybenzenesulfonamide